24-chloro-N-(3-(2,6-dioxopiperidin-3-yl)phenyl)-3,6,9,12,15,18-hexaoxatetracosanamide ClCCCCCCOCCOCCOCCOCCOCCOCC(=O)NC1=CC(=CC=C1)C1C(NC(CC1)=O)=O